C(=O)(N1C=NC=C1)N1C=NC=C1 CARBONYLDIIMIDAZOLE